C(N)(=O)[C@H](CC(NC1CCNCC1)=O)NC(OC(C)(C)C)=O tert-butyl N-[(1S)-1-carbamoyl-3-oxo-3-(4-piperidylamino)propyl]carbamate